thioethanol CCS